C(#N)C=1C(=NN(C1)C[C@](C(=O)NC=1C=NC(=C(C1)C(F)(F)F)C#N)(C)O)C1=CC=CC=C1 (S)-3-(4-Cyano-3-phenyl-1H-pyrazol-1-yl)-N-(6-cyano-5-(trifluoromethyl)pyridin-3-yl)-2-hydroxy-2-methylpropanamide